C(C=C)(=O)NCCCCCCCCCCC(=O)[O-].[Na+] sodium 11-(acrylamido)undecanoate